N1C=C(C=2C1=NC=CC2)C=2N=C(SC2)C=2C=C(C=CC2)[C@@]2(CCN1C2=NC=C1)O (R)-7-(3-(4-(1H-Pyrrolo[2,3-b]pyridin-3-yl)thiazol-2-yl)phenyl)-6,7-dihydro-5H-pyrrolo[1,2-a]imidazol-7-ol